ClC1=C(N=C(C=2C(N3[C@@H](COC21)CN(CC3)C(=O)OC(C)(C)C)=O)N3CC2(COC2)CC3)C3=C(C=CC=C3O)F tert-butyl (6aR)-4-chloro-3-(2-fluoro-6-hydroxyphenyl)-12-oxo-1-(2-oxa-6-azaspiro[3.4]octan-6-yl)-6a,7,9,10-tetrahydro-6H-pyrazino[2,1-c]pyrido[3,4-f][1,4]oxazepine-8(12H)-carboxylate